CC(CC(C)(C)S)O (+/-)-4-mercapto-4-methyl-2-pentanol